COC(=O)C1=CC2=C(NC3=CC=CC(=C23)CCN2CCN(CC2)C)S1.BrC1=CC=C(NCC2=CC(=CC(=C2)F)Cl)C=C1 4-bromo-N-[(3-chloro-5-fluoro-phenyl)methyl]aniline Methyl-4-[2-(4-methylpiperazin-1-yl)ethyl]thieno[2,3-b]indole-2-carboxylate